dichloro(3-phenyl-1H-indene-1-ylidene)bis(tricyclohexylphosphine) ruthenium [Ru].ClP(C1(C=C(C2=CC=CC=C12)C1=CC=CC=C1)P(C1CCCCC1)(C1CCCCC1)(C1CCCCC1)Cl)(C1CCCCC1)(C1CCCCC1)C1CCCCC1